(4-isopropylcyclohexyl) cyclohexyl fumarate C(\C=C\C(=O)OC1CCCCC1)(=O)OC1CCC(CC1)C(C)C